OC(COC(NS(=O)(=O)C=1SC(=CC1C1=CC(=C(C=C1)CN1C(=NC=C1)C(C)(C)C)F)CC(C)C)=O)(C)C (3-(4-((2-(tert-butyl)-1H-imidazol-1-yl)methyl)-3-fluorophenyl)-5-isobutylthiophene-2-yl)sulfonyl-carbamic acid 2-hydroxy-2-methylpropyl ester